FC(C=1C(=C(C=CC1)[C@@H](C)NC1=CC(=NC2=CC=C(C=C12)C1(CCN(CC1)C(C)=O)OC)C)F)F (R)-1-(4-(4-((1-(3-(difluoromethyl)-2-fluorophenyl)ethyl)amino)-2-methylquinolin-6-yl)-4-methoxypiperidin-1-yl)ethan-1-one